N1(CCC1)C=1C=CC2=C([Si](C3=C(C=CC(=C3)N3CCC3)C23OC(C2=CC=CC=C32)=O)(C)CCCSCC(=O)OCC)C1 Ethyl 2-((3-((5r,10r)-3,7-di(azetidin-1-yl)-5-methyl-3'-oxo-3'H,5H-spiro[dibenzo[b,e]siline-10,1'-isobenzofuran]-5-yl)propyl)thio)acetate